(3S)-4-[2-(tert-butylamino)-2-oxoethoxy]-3-(9H-fluorene-9-ylmethoxycarbonylamino)butanoic acid C(C)(C)(C)NC(COC[C@H](CC(=O)O)NC(=O)OCC1C2=CC=CC=C2C=2C=CC=CC12)=O